C(C)(C)(C)OC(=O)N1CCC12CCN(CC2)C2=C1C=CN=NC1=C(C=C2)C(NC=2C=C(C=1N(C2)C=C(N1)C)F)=O 7-[8-({8-fluoro-2-methylimidazo[1,2-a]pyridin-6-yl}carbamoyl)cinnolin-5-yl]-1,7-diazaspiro[3.5]nonane-1-carboxylic acid tert-butyl ester